NC1=C2C(=NC=N1)N(N=C2C=2NC1=CC(=CC=C1C2Cl)C(=O)OC)C2CC(CC2)O Methyl 2-(4-amino-1-(3-hydroxycyclopentyl)-1H-pyrazolo[3,4-d]pyrimidin-3-yl)-3-chloro-1H-indole-6-carboxylate